(2,7-dihydroxynaphthyl)-10H-9-oxa-10-phosphaphenanthrene-10-oxide OC1=C(C2=CC(=CC=C2C=C1)O)C1=CC=CC=2C3=CC=CC=C3OP(C12)=O